methyl (S)-3-cyclohexene-1-carboxylate [C@H]1(CC=CCC1)C(=O)OC